N-trityl-6,7-dihydro-5H-pyrazolo[5,1-b][1,3]thiazine-3-sulfonimidamide C(C1=CC=CC=C1)(C1=CC=CC=C1)(C1=CC=CC=C1)NS(=O)(=N)C=1C=NN2C1SCCC2